1-(difluoromethoxy)-1,1,2,3,3,3-hexafluoropropane FC(OC(C(C(F)(F)F)F)(F)F)F